4-(2-((tert-butyldimethylsilyl)oxy)ethyl)-2,6-di((Z)-hexadec-7-en-1-yl)morpholine [Si](C)(C)(C(C)(C)C)OCCN1CC(OC(C1)CCCCCC\C=C/CCCCCCCC)CCCCCC\C=C/CCCCCCCC